CC1=CC=C(C(=N1)C#N)N1C=NC(=C1)C1=NC(=NC=C1C(F)(F)F)N[C@@H]1[C@@H](CN(CC1)S(=O)(=O)C1=NN(C=C1)C)C 6-Methyl-3-(4-(2-(((3R,4S)-3-methyl-1-((1-methyl-1H-pyrazol-3-yl)-sulfonyl)piperidin-4-yl)amino)-5-(trifluoromethyl)-pyrimidin-4-yl)-1H-imidazol-1-yl)picolinonitrile